N-(1-cyanopyrrolidin-3-yl)-4-(piperidin-1-yl)benzenesulfonamide C(#N)N1CC(CC1)NS(=O)(=O)C1=CC=C(C=C1)N1CCCCC1